Rel-N-((1R,3S)-3-hydroxy-2,3-dihydro-1H-inden-1-yl)-4-(9H-purin-6-yl)-3,4-dihydro-2H-1,4-thiazine-6-carboxamide O[C@H]1C[C@H](C2=CC=CC=C12)NC(=O)C1=CN(CCS1)C1=C2N=CNC2=NC=N1 |o1:1,3|